tert-Butyl 4-(6-(((1r,4r)-4-(3-Chloro-4-cyanophenoxy)cyclohexyl) carbamoyl) pyridazin-3-yl)piperazine-1-carboxylate ClC=1C=C(OC2CCC(CC2)NC(=O)C2=CC=C(N=N2)N2CCN(CC2)C(=O)OC(C)(C)C)C=CC1C#N